C(C)(C)(C)OC(=O)N1C=C(C2=CC(=CC=C12)CC1CN(C1)C(=O)OC(C)(C)C)C(C)C 5-((1-(tert-butoxycarbonyl)azetidin-3-yl)methyl)-3-isopropyl-1H-indole-1-carboxylic acid tert-butyl ester